COC(OC)[SiH2]CCCNCCN N-[3-(dimethoxymethylsilyl)propyl]ethylenediamine